(4-methoxypyrimidin-5-yl)boric acid COC1=NC=NC=C1OB(O)O